NITROBENZOL [N+](=O)([O-])C1=CC=CC=C1